CC1=C(C=CC=C1C)N1CCN(CC1)C(CN1N=C(C2=C1CCC2)C(=O)N2CCC(CC2)(C2=CC=CC=C2)O)=O 1-[4-(2,3-dimethylphenyl)piperazin-1-yl]-2-[3-(4-hydroxy-4-phenylpiperidine-1-carbonyl)-5,6-dihydrocyclopenta[c]pyrazol-1(4H)-yl]ethan-1-one